C(N)(OC1=CC(=CC=C1)OC1=C(C=C(C=C1)N)B1OC(C(O1)(C)C)(C)C)=O (3-(4-amino-2-(4,4,5,5-tetramethyl-1,3,2-dioxaborolan-2-yl) phenoxy) phenyl) carbamate